C(=O)(OC(C)(C)C)C1C(=O)OCC1 BOCbutanolide